C(C1=CC=CC=C1)N1C(=NC(=C1)C1=C(C=CC(=C1)F)F)[C@@H](C(C)(C)C)N(CCCNC([C@@H](N)C)=O)C(CO)=O N-{3-[{(1R)-1-[1-benzyl-4-(2,5-difluorophenyl)-1H-imidazol-2-yl]-2,2-dimethylpropyl}(glycoloyl)amino]propyl}-L-alaninamide